N1=C(C=CC=C1)C(=O)OCOC(N(CC=1SC(=NN1)C)C1=NC(=NC(=C1)OC[C@@H]1[C@H](C1)C1=NC=C(C=C1)C)C)=O ({(2-Methyl-6-{[(1S,2S)-2-(5-methylpyridin-2-yl)cyclopropyl]methoxy}pyrimidin-4-yl)[(5-methyl-1,3,4-thiadiazol-2-yl)methyl]carbamoyl}oxy)methyl pyridine-2-carboxylate